3-chloro-4-(fluoromethoxy)-6-hydroxy-2-methyl-5-[(2E,4E)-3-methyl-5-[(1R,2R,6R)-1,2,6-trimethyl-3-oxocyclohexyl]penta-2,4-dien-1-yl]benzaldehyde ClC=1C(=C(C=O)C(=C(C1OCF)C\C=C(\C=C\[C@@]1([C@H](C(CC[C@H]1C)=O)C)C)/C)O)C